C(C)N(C(NC(CC(=O)N(C)C)C(F)(F)F)=O)[C@H](C)C1=CC(=CC=C1)C=1N=C(C=2N(C1)C=CN2)OC 3-(3-ethyl-3-((R)-1-(3-(8-methoxyimidazo[1,2-a]pyrazin-6-yl)phenyl)ethyl)ureido)-4,4,4-trifluoro-N,N-dimethylbutanamide